BrC=1C=C(C=CC1O)/C=C/C(=O)C1=CC=C(OCC#N)C=C1 2-[4-[(E)-3-(3-Bromo-4-hydroxyphenyl)prop-2-enoyl]phenoxy]acetonitrile